butyl-4-bromo-2-fluorobenzoate C(CCC)OC(C1=C(C=C(C=C1)Br)F)=O